O1CCC(=CC1)C1=NN2C(N(C(=CC2=O)CC)CC(=O)NC2=C(C=C(C(=C2)F)C(F)(F)F)C)=N1 2-(2-(3,6-dihydro-2H-pyran-4-yl)-5-ethyl-7-oxo-[1,2,4]triazolo[1,5-a]pyrimidin-4(7H)-yl)-N-(5-fluoro-2-methyl-4-(trifluoromethyl)phenyl)acetamide